ClC1=NC2=CC(=C(C=C2C=C1)F)OC chloro-6-fluoro-7-methoxy-quinoline